C#CC 1-propyne